(((3s,4r)-3-fluoro-1-(6-(1-methyl-1H-pyrazol-4-yl) pyrazolo[1,5-a]pyrazin-4-yl) piperidin-4-yl) methyl) carbamate C(N)(OC[C@@H]1[C@@H](CN(CC1)C=1C=2N(C=C(N1)C=1C=NN(C1)C)N=CC2)F)=O